methyl 5-((4-chloro-5-((3'-(3-chloropropoxy)-2,2'-dimethyl-[1,1'-biphenyl]-3-yl)methoxy)-2-formylphenoxy)methyl)nicotinate lithium salt [Li].ClC1=CC(=C(OCC=2C=NC=C(C(=O)OC)C2)C=C1OCC=1C(=C(C=CC1)C1=C(C(=CC=C1)OCCCCl)C)C)C=O